N-[[2-[[[4-(aminoiminomethyl)phenyl]amino]methyl]-1-methyl-1H-benzimidazol-5-yl]carbonyl]-N-2-pyridinyl-beta-alanine ethyl ester hydrochloride Cl.C(C)OC(CCN(C1=NC=CC=C1)C(=O)C1=CC2=C(N(C(=N2)CNC2=CC=C(C=C2)C=NN)C)C=C1)=O